1-[3-isopropyl-1-[4-(trifluoromethoxy)phenyl]pyrazol-4-yl]piperazine ethyl-(6R)-6-methoxy-1-methylenetetrahydro-1H-pyrrolizin-7a(5H)-carboxylate C(C)OC(=O)C12C[C@H](CN2CCC1=C)OC.C(C)(C)C1=NN(C=C1N1CCNCC1)C1=CC=C(C=C1)OC(F)(F)F